3-azido-3-methyl-1-(5-((3-oxoisobenzofuran-1(3H)-ylidene)methyl)pyridin-3-yl)indolin-2-one N(=[N+]=[N-])C1(C(N(C2=CC=CC=C12)C=1C=NC=C(C1)C=C1OC(C2=CC=CC=C12)=O)=O)C